tert-butyl 4-(((benzyloxy) carbonyl) amino)-4-(3,3-difluorocyclobutyl)-3-oxobutanoate C(C1=CC=CC=C1)OC(=O)NC(C(CC(=O)OC(C)(C)C)=O)C1CC(C1)(F)F